COC1=C(C=CC(=C1)C2=[O+]C3=CC(=CC(=C3C=C2O[C@H]4[C@@H]([C@H]([C@@H]([C@H](O4)COC(=O)/C=C/C5=CC=C(C=C5)O)O)O)O)O)O)O The molecule is an anthocyanin cation that is peonidin substituted at position 3 by a 6-O-(trans-4 coumaryl)-beta-D-glucosyl residue It has a role as a metabolite. It is an anthocyanin cation, a cinnamate ester, a beta-D-glucoside, a polyphenol and an aromatic ether. It derives from a trans-4-coumaric acid and a peonidin.